C(C)(C)(C)C=1C(=NN2C1C(=NC=C2)Cl)C tert-butyl-4-chloro-2-methylpyrazolo[1,5-a]pyrazine